O1CCN(CC1)C(CC)=O morpholino-propane-1-one